N1(C=CC=C1)C1=CC=C(C=C1)CC(=O)N(C1CS(C(=C1)Br)(=O)=O)CC1=CC=CC=C1 2-(4-(1H-pyrrol-1-yl)phenyl)-N-benzyl-N-(5-bromo-1,1-dioxido-2,3-dihydrothiophen-3-yl)acetamide